C(C)[S@](=O)(=N)C=1C=C(C=NC1C1=NC=2C(=NC=C(C2)C(F)(F)F)N1C)C1(CC1)C#N |r| racemic-1-[5-(ethylsulfonimidoyl)-6-[3-methyl-6-(trifluoromethyl)imidazo[4,5-b]pyridin-2-yl]-3-pyridyl]cyclopropanecarbonitrile